C1OCCC2=C(C=CC=C12)NC(=O)C=1C(=CC=2N(C1)C=C(N2)C2CCOCC2)OC N-(isochroman-5-yl)-7-methoxy-2-(tetrahydro-2H-pyran-4-yl)imidazo[1,2-a]pyridine-6-carboxamide